(4-fluorophenyl)-7-methyl-7H-pyrrolo[2,3-d]pyrimidin-4-amine FC1=CC=C(C=C1)C=1N=C(C2=C(N1)N(C=C2)C)N